O1[C@H](COCC1)CN1N=C2C3=C(CC(C2=C1)C)OC(=C3C(F)(F)F)C(=O)NC[C@H]3OCCC3 2-{[(2S)-1,4-dioxan-2-yl]methyl}-4-methyl-N-{[(2S)-oxolane-2-yl]methyl}-8-(trifluoromethyl)-4,5-dihydro-2H-furo[2,3-g]indazole-7-carboxamide